C1CCC2=C(C=3CCCC3C=C12)NC(=O)N=[S@@](=O)(N(C)C)C=1SC=C(C1)C(C)(C)O (R)-N'-((1,2,3,5,6,7-hexahydro-s-indacen-4-yl)carbamoyl)-4-(2-hydroxy-propan-2-yl)-N,N-dimethyl-thiophene-2-sulfonimidamide